9cis-alpha-linolenic acid C(CCCCCCC\C=C/C\C=C/C\C=C/CC)(=O)O